3-(((R)-1-(2-((1R,4R,6R*)-6-(1H-pyrazol-3-yl)-2-azabicyclo[2.2.1]heptan-2-yl)-3,6-dimethyl-4-oxo-3,4-dihydroquinazolin-8-yl)ethyl)amino)-6-chloro-N-(methylsulfonyl)picolinamide N1N=C(C=C1)[C@@H]1C[C@H]2CN([C@@H]1C2)C2=NC1=C(C=C(C=C1C(N2C)=O)C)[C@@H](C)NC=2C(=NC(=CC2)Cl)C(=O)NS(=O)(=O)C |o1:5|